2,6-DIMETHYL-7-OCTEN-2-OL CC(C)(CCCC(C=C)C)O